P(OCC(CCCC)CC)(OCC(CCCC)CC)=O.[Nd] neodymium (2-ethylhexyl) (2-ethylhexyl) phosphonate